C[C@@H]1[C@H](CNC1)NC(OC(C)(C)C)=O tert-butyl ((3R,4S)-4-methylpyrrolidin-3-yl)carbamate